3,4-di-(mercaptoethylthiomethyl)tetrahydrothiophene SCCSCC1CSCC1CSCCS